(S)-(4-(4-fluorobenzo[d]thiazol-2-yl)-6,7-dihydro-1H-imidazo[4,5-c]pyridin-5(4H)-yl)(5-(1-methyl-1H-pyrazol-4-yl)-1,3,4-oxadiazol-2-yl)methanone FC1=CC=CC2=C1N=C(S2)[C@H]2N(CCC1=C2N=CN1)C(=O)C=1OC(=NN1)C=1C=NN(C1)C